N-methyl-1-((2R,3R,4S,5S)-4-(1-methyl-4-(trifluoromethyl)-1H-imidazol-2-yl)cuban-1-yl)methylamine CNCC12C3C4C5(C3C1C5C24)C=2N(C=C(N2)C(F)(F)F)C